1-methyl-7-[4-(4-methylpiperazin-1-yl)anilino]-3-[(4R)-1-prop-2-enoyl-3,4-dihydro-2H-quinolin-4-yl]-4H-pyrimido[4,5-d]pyrimidin-2-one CN1C(N(CC=2C1=NC(=NC2)NC2=CC=C(C=C2)N2CCN(CC2)C)[C@@H]2CCN(C1=CC=CC=C21)C(C=C)=O)=O